C(CCC)NC(=O)N1C(=NC2=C1C=CC=C2)NC(=O)OC methyl 1-(butylcarbamoyl)-2-benzimidazolecarbamate